4-[1-(6,7-difluoro-1-methyl-[1,2,4]triazolo[4,3-a]quinazolin-5-yl)-3,4-dihydro-2H-quinolin-5-yl]-2,2-dimethyl-but-3-ynenitrile FC1=C2C(=NC=3N(C2=CC=C1F)C(=NN3)C)N3CCCC1=C(C=CC=C31)C#CC(C#N)(C)C